C5-chloro-1-(2,6-dimethoxyphenyl)-2-(6-ethoxypyridin-2-yl)-1H-imidazo[4,5-b]pyrazine ClC=1N=C2C(=NC1)N(C(=N2)C2=NC(=CC=C2)OCC)C2=C(C=CC=C2OC)OC